tert-butyl (R)-2-(3-((1-(tert-butoxycarbonyl)pyrrolidin-3-yl)carbamoyl)phenyl)-6-(2,6-dimethylpyridin-4-yl)-3-methyl-1H-indole-1-carboxylate C(C)(C)(C)OC(=O)N1C[C@@H](CC1)NC(=O)C=1C=C(C=CC1)C=1N(C2=CC(=CC=C2C1C)C1=CC(=NC(=C1)C)C)C(=O)OC(C)(C)C